C1(=CCCC1)C=1OC=CC1 2-(1-cyclopentenyl)-furan